ClC=1C=C(C=CC1)C(=O)NC1=CC=C(C=C1)C1(CCC1)NC(=O)C=1N(C=CN1)C N-(1-{4-[(3-chlorobenzene-1-carbonyl)amino]phenyl}cyclobutyl)-1-methyl-1H-imidazole-2-carboxamide